bis(cyclopentadienyl)-bis[2,6-difluoro-3-(3-(N-isobutylphenylsulfonylamino)propyl)phenyl]titanium C1(C=CC=C1)[Ti](C1=C(C(=CC=C1F)CCCN(CC(C)C)S(=O)(=O)C1=CC=CC=C1)F)(C1=C(C(=CC=C1F)CCCN(CC(C)C)S(=O)(=O)C1=CC=CC=C1)F)C1C=CC=C1